OCC(CO)OCC(COC(CO)CO)(COC(CO)CO)N1N=NC(=C1)CCCC(=O)O 4-(1-(1,3-bis((1,3-dihydroxypropan-2-yl)oxy)-2-(((1,3-dihydroxypropan-2-yl)oxy)methyl)propan-2-yl)-1H-1,2,3-triazol-4-yl)butanoic acid